S(=O)(=O)(O)C(C(C(=O)O)(NC(C=1C(O)=CC(=CC1)N=[N+]=[N-])=O)N1C(CCC1=O)=O)CCC.BrC1=CC=C(C=C1)CCCCC(F)(F)F 1-bromo-4-(5,5,5-trifluoropentyl)benzene sulfosuccinimidyl-(4-azidosalicylamido)hexanoate